CN(C1C(CN(CC1)C(=O)OCCCC)(F)F)C butyl 4-(dimethylamino)-3,3-difluoropiperidine-1-carboxylate